C(C)(C)(C)N1C=C(C2=CC=CC=C12)C N-tertiary butyl-3-methylindole